C(C=C)(=O)OCCC(C)S(=O)(=O)O 2-acryloxyethylethanesulfonic acid